salicylidene-o-phenylenediamine C(C=1C(O)=CC=CC1)=NC1=C(C=CC=C1)N